2-bromo-8-(2-chloro-5-fluorophenyl)-7-(4-methyl-Oxybenzyl)-7,8-dihydro-6H-thiazolo[4,5-e]isoindol-6-one BrC=1SC=2C(=C3C(N(C(C3=CC2)=O)CC2=CC=C(C=C2)OC)C2=C(C=CC(=C2)F)Cl)N1